7-(4-fluorophenyl)-8-[2-(trifluoromethyl)pyridin-4-yl]-[1,2,4]Triazolo[1,5-c]Pyrimidin-5-amine FC1=CC=C(C=C1)C1=C(C=2N(C(=N1)N)N=CN2)C2=CC(=NC=C2)C(F)(F)F